CC=1C(C(=CC(C1)=O)C)=O 2,6-dimethyl-benzoquinone